4-[[5-[(3S,5S)-3,5-dimethyl-morpholin-4-yl]-2-pyridyl]amino]-2-(2-fluoro-5-isopropyl-phenyl)-6H-1,6-naphthyridin-5-one C[C@@H]1N([C@H](COC1)C)C=1C=CC(=NC1)NC1=CC(=NC=2C=CNC(C12)=O)C1=C(C=CC(=C1)C(C)C)F